COC=1C=C(C=CC1OC)C(C(CO)OC1=C(C=CC=C1)OC)O (3,4-dimethoxyphenyl)-2-(2-methoxyphenoxy)propane-1,3-diol